tert-butyl 4-[7-(8-isopropenyl-2-methyl-imidazo[1,2-b]pyridazin-6-yl)-5-oxo-thiazolo[3,2-a]pyrimidin-2-yl]piperazine-1-carboxylate C(=C)(C)C=1C=2N(N=C(C1)C=1N=C3N(C(C1)=O)C=C(S3)N3CCN(CC3)C(=O)OC(C)(C)C)C=C(N2)C